C(C=CC=C\C=C/C=CCCCCCCCCCCCCC)(=O)OCC(OC(C=CCCCCCCCCCCC)=O)COP(=O)(O)OC[C@H](N)C(=O)O 1-(7Z,10Z,13Z,16Z-docosatetraenoyl)-2-(9Z-tetradecenoyl)-glycero-3-phosphoserine